(4-methoxypyridin-3-yl)propan-1-ol COC1=C(C=NC=C1)C(CC)O